1-(4-(aminomethyl)-1-oxo-1,2-dihydrophthalazin-6-yl)-N-((5-(2-chloro-6-fluorophenyl)pyridin-2-yl)methyl)-N-(5,6,7,8-tetrahydroquinolin-8-yl)cyclopropane-1-carboxamide NCC1=NNC(C2=CC=C(C=C12)C1(CC1)C(=O)N(C1CCCC=2C=CC=NC12)CC1=NC=C(C=C1)C1=C(C=CC=C1F)Cl)=O